6-Boc-2,4-dichloro-5,7-dihydropyrrolo[3,4-d]pyrimidine C(=O)(OC(C)(C)C)N1CC=2N=C(N=C(C2C1)Cl)Cl